CN(CC(=O)NC=1C=NN(C1)C)C 2-(Dimethylamino)-N-(1-methylpyrazol-4-yl)acetamide